4,4'-bis(aminophenoxy)biphenyl NC1=C(OC2=CC=C(C=C2)C2=CC=C(C=C2)OC2=C(C=CC=C2)N)C=CC=C1